4-[[4-(chloromethyl)phenoxy]methyl]tetrahydropyran ClCC1=CC=C(OCC2CCOCC2)C=C1